5-(N-(2-(4-(4-(phenylethynyl)benzoyl)piperazin-1-yl)phenyl)-N-phenethylsulfamoyl)3-methylbenzofuran-2-Carboxylic acid ethyl ester C(C)OC(=O)C=1OC2=C(C1C)C=C(C=C2)S(N(CCC2=CC=CC=C2)C2=C(C=CC=C2)N2CCN(CC2)C(C2=CC=C(C=C2)C#CC2=CC=CC=C2)=O)(=O)=O